acrylamide formic acid salt C(=O)O.C(C=C)(=O)N